4-hexylamino-1,2-benzoquinone C(CCCCC)NC1=CC(C(C=C1)=O)=O